(Z)-6-dodecene-4-lactone C1(CCC(C\C=C/CCCCC)O1)=O